C(C)(=O)OC=1C=C2OC=3C(C(C(C(C3C(C2=C(C1C(CC(C)C)=O)OC(C)=O)CC(C)C)=O)(C)C)=O)(C)C 6,8-diacetoxy-7-(3-methylbutyryl)-9-isobutyl-2,2,4,4-tetramethyl-4,9-dihydro-1H-xanthene-1,3(2H)-dione